9-Eicosenoic acid C(CCCCCCCC=CCCCCCCCCCC)(=O)O